FC1=C(N=C(C2=C1N=C(N=C2N2C[C@@](CCC2)(O)C)SC)C)C2=CC(=CC1=CC=C(C(=C21)C#C[Si](C(C)C)(C(C)C)C(C)C)F)OCOC (R)-1-(8-fluoro-7-(7-fluoro-3-(methoxymethoxy)-8-((triisopropylsilyl)ethynyl)naphth-1-yl)-5-methyl-2-(methylthio)pyrido[4,3-d]pyrimidin-4-yl)-3-methyl-Piperidin-3-ol